ClC=1C=C(C=CC1F)NC1=NC=NC2=CC(=C(C=C12)NC(\C=C\CN(C)C)=O)C#CC12COCC2C1 (E)-N-(4-(3-chloro-4-fluorophenylamino)-7-(2-(3-oxa-bicyclo[3.1.0]hexan-1-yl)ethynyl)quinazolin-6-yl)-4-(dimethylamino)but-2-enamide